(8S)-N-[[1-(hydroxymethyl)cyclopentyl]methyl]-5-(7H-pyrrolo[2,3-d]pyrimidin-4-yl)-5-azaspiro[2.5]octane-8-carboxamide OCC1(CCCC1)CNC(=O)[C@H]1CCN(CC12CC2)C=2C1=C(N=CN2)NC=C1